(3,4-epoxycyclohexyl)ethyl-methylpropyloxysilane C1(CC2C(CC1)O2)CC[SiH](OCCC)C